2,5-dibromo-3-nitrobenzoic acid BrC1=C(C(=O)O)C=C(C=C1[N+](=O)[O-])Br